NCCC(CN1CCNCC1)N N-[(2-aminoethyl)-2-aminoethyl]piperazine